N-(2-(1-acetyl-5,5-difluoropiperidin-2-yl)-4-(2-fluorophenyl)pyridin-3-yl)-2-isopropylpyrimidine-5-carboxamide C(C)(=O)N1C(CCC(C1)(F)F)C1=NC=CC(=C1NC(=O)C=1C=NC(=NC1)C(C)C)C1=C(C=CC=C1)F